ClC1=NC=NC=2CCCCC12 4-chloro-5,6,7,8-tetrahydroquinazoline